CCCCCCCCOC1=CC=C(C=C1)[I+]C2=CC=CC=C2.F[Sb-](F)(F)(F)(F)F P-(octyloxyphenyl)phenyliodonium hexafluoroantimonate